tert-butyl 3-(4-(5-chloro-4-(((R)-1-(2,4-dichlorophenyl)ethyl)amino)pyrimidin-2-yl)-3,6-dihydropyridin-1(2H)-yl)piperidine-1-carboxylate ClC=1C(=NC(=NC1)C=1CCN(CC1)C1CN(CCC1)C(=O)OC(C)(C)C)N[C@H](C)C1=C(C=C(C=C1)Cl)Cl